benzyl((1r,3r)-3-hydroxycyclobutyl)(methyl)carbamate C(C1=CC=CC=C1)OC(N(C)C1CC(C1)O)=O